C(C)NC=1C(=C(C(=C(C1)F)C#C[Si](C)(C)C)F)N N1-ethyl-3,5-difluoro-4-((trimethylsilyl)ethynyl)benzene-1,2-diamine